C(C)(C)(C)OC(=O)C1[C@H](C(CCC1)=O)N (R)-3-tert-butyloxycarbonyl-aminocyclohexanone